N1CCCC1 (R)-pyrrolidin